NC1=NC=CC2=C(C(=CC=C12)CNC(=O)C1=NC=CN=C1NCC1CCN(CC1)C)C N-((1-amino-5-methylisoquinolin-6-yl)methyl)-3-(((1-methylpiperidin-4-yl)methyl)amino)pyrazine-2-carboxamide